(S)-Methyl-2'-amino-6'-isobutyl-5-nitro-2,5',7'-trioxo-1'-phenyl-1',5',6',7'-tetrahydrospiro[indoline-3,4'-pyrrolo[3,4-b]-pyridine]-3'-carboxylate COC(=O)C=1[C@]2(C3=C(N(C1N)C1=CC=CC=C1)C(N(C3=O)CC(C)C)=O)C(NC3=CC=C(C=C32)[N+](=O)[O-])=O